C(C)(=O)C=1C=C(C=C2C(N(C(=NC12)N1CC(CCC1)(C)C)C)=O)C 8-acetyl-2-(3,3-dimethylpiperidin-1-yl)-3,6-dimethylquinazolin-4-one